C1(=CC=CC=C1)C1=CN=C(S1)C1CN(C1)C(=O)C1=CC=C(S1)NC(=O)[C@H]1NCCC1 (S)-N-(5-(3-(5-phenylthiazol-2-yl)azetidine-1-carbonyl)thiophen-2-yl)pyrrolidine-2-carboxamide